4-amino-1,7-dimethylimidazo[1,5-a]quinoxaline-8-carboxylic acid NC=1C=2N(C3=CC(=C(C=C3N1)C)C(=O)O)C(=NC2)C